2-(difluoromethyl)-7-isopropoxylimidazo[1,2-a]pyridine-6-carboxylic acid FC(C=1N=C2N(C=C(C(=C2)OC(C)C)C(=O)O)C1)F